COC1=CC=C(C2=C1NC(=N2)NC(=O)N2C[C@@H](CC2)CCOC)C=2C=NN(C2)C (3S)-N-[7-methoxy-4-(1-methyl-1H-pyrazol-4-yl)-1H-1,3-benzodiazol-2-yl]-3-(2-methoxyethyl)pyrrolidine-1-carboxamide